(S)-2-(4-cyclopropyl-6-methoxypyrimidin-5-yl)-9-(1-(4-(1-isopropyl-4-(trifluoromethyl)-1H-imidazol-2-yl)benzyl)ethyl)-9H-pyrimido[4,5-b]indole C1(CC1)C1=NC=NC(=C1C=1N=CC2=C(N(C3=CC=CC=C23)[C@@H](C)CC2=CC=C(C=C2)C=2N(C=C(N2)C(F)(F)F)C(C)C)N1)OC